C1(=CC=CC=C1)SC=1N([C@H]2[C@H](OC)[C@H](O)[C@@H](CO)O2)C=2N=CN=C(C2N1)N 8-phenylthio-2'-O-methyladenosine